C(C1=CC=CC=C1)NC1=NC(=NN2C1=CC=C2Cl)Cl N-benzyl-2,7-dichloropyrrolo[2,1-f][1,2,4]triazin-4-amine